N-(4'-cyclopropyl-[1,1'-biphenyl]-3-yl)-2-methoxy-N-methylpyrido[3,2-e][1,2,4]triazolo[4,3-a]pyrimidin-5-amine C1(CC1)C1=CC=C(C=C1)C1=CC(=CC=C1)N(C1=NC=2N(C3=C1C=CC(=N3)OC)C=NN2)C